fluoro-3α,7β-dihydroxy-5β-cholanic acid methyl ester COC(C(C[C@@H](C)[C@H]1CC[C@H]2[C@@H]3[C@H](C[C@@H]4C[C@@H](CC[C@]4(C)[C@H]3CC[C@]12C)O)O)F)=O